4-tert-butylphenyl-iodonium C(C)(C)(C)C1=CC=C(C=C1)[IH+]